difluorosulfimide potassium salt [K].FS(=N)F